The molecule is an oxaspiro compound and steroid alkaloid sapogenin with formula C27H43NO2 found in the Solanum (nightshade) family. It is used as a precursor in the synthesis of complex steroidal compounds such as contraceptive pills. It has a role as a plant metabolite, a teratogenic agent, a diuretic, an antifungal agent, a cardiotonic drug, an immunomodulator, an antipyretic, an apoptosis inducer, an antioxidant, an antiinfective agent, an anticonvulsant, a central nervous system depressant and an antispermatogenic agent. It is an azaspiro compound, an oxaspiro compound, an alkaloid antibiotic, a hemiaminal ether, a sapogenin and a steroid alkaloid. It is a conjugate base of a solasodine(1+). C[C@@H]1CC[C@@]2([C@H]([C@H]3[C@@H](O2)C[C@@H]4[C@@]3(CC[C@H]5[C@H]4CC=C6[C@@]5(CC[C@@H](C6)O)C)C)C)NC1